CC(CCCC(=O)O)C(=CC)C 5,6-dimethyl-6-octenoic acid